C1CCC(CC1)[N+](=O)[O-] The molecule is a C-nitro compound that is cyclohexane in which a single hydrogen is replaced by a nitro group. It is a carbocyclic compound and a nitrohydrocarbon.